2-nonylcyclopropanecarboxylic acid C(CCCCCCCC)C1C(C1)C(=O)O